Tert-butyl (3R,4R)-3-hydroxy-4-(3-methyl-2-oxo-1H-benzimidazol-4-yl)piperidine-1-carboxylate O[C@H]1CN(CC[C@@H]1C1=CC=CC=2NC(N(C21)C)=O)C(=O)OC(C)(C)C